[(1S,4S)-4-(5-chloro-1-methyl-pyrazol-4-yl)-1-methyl-3,4-dihydro-1H-isoquinolin-2-yl]-[1-(3,5-difluoro-2-pyridyl)triazol-4-yl]methanone ClC1=C(C=NN1C)[C@H]1CN([C@H](C2=CC=CC=C12)C)C(=O)C=1N=NN(C1)C1=NC=C(C=C1F)F